[P+5].BrC=1C=NC2=C(N=CC=C2C1)Br 3,8-DIBROMO-1,7-NAPHTHYRIDINE Phosphorus(V)